NC=1N=NC(=CC1N1C[C@H]2CC[C@@H](C1)N2C(=O)OCC2=CC=CC=C2)Cl benzyl (1R,5S)-3-(3-amino-6-chloro-pyridazin-4-yl)-3,8-diazabicyclo[3.2.1]octane-8-carboxylate